(3-chlorophenyl)-N-(2-(4-methylpiperazin-1-yl)ethyl)-5-(2-nitrophenyl)Azole-4-carboxamide ClC=1C=C(C=CC1)C=1NC(=C(C1)C(=O)NCCN1CCN(CC1)C)C1=C(C=CC=C1)[N+](=O)[O-]